butyric acid 3-(2-(ethyl (isopropyl) amino) ethyl)-1H-indol-6-yl ester C(C)N(CCC1=CNC2=CC(=CC=C12)OC(CCC)=O)C(C)C